hexahydroxydibenzoyl-beta-D-glucose OO[C@@]1([C@]([C@](OO)(O[C@@H]([C@H]1O)C(O)(C(C1=CC=CC=C1)=O)C(C1=CC=CC=C1)=O)O)(OO)O)O